tert-butyl 4-[7-({8-fluoro-2-methylimidazo[1,2-a]pyridin-6-yl}carbamoyl)-2-[1-(methanesulfonyloxy)propan-2-yl]indazol-4-yl]piperazine-1-carboxylate FC=1C=2N(C=C(C1)NC(=O)C1=CC=C(C3=CN(N=C13)C(COS(=O)(=O)C)C)N1CCN(CC1)C(=O)OC(C)(C)C)C=C(N2)C